trans-(4-(3,4-dihydroisoquinolin-2(1H)-yl)-3-hydroxypiperidin-1-yl)(6-((4-methoxybutyl)amino)-2-phenylpyrimidin-4-yl)ketone C1N(CCC2=CC=CC=C12)[C@H]1[C@@H](CN(CC1)C=1C(=NC(=NC1NCCCCOC)C1=CC=CC=C1)C(=O)C1=NC(=NC(=C1N1C[C@H]([C@@H](CC1)N1CC2=CC=CC=C2CC1)O)NCCCCOC)C1=CC=CC=C1)O